C12(CCC3=CC=CC=C13)CCC2 2',3'-dihydrospiro[cyclobutan-1,1'-indene]